C(C1=CC=CC=C1)C1=CC(=NO1)C(=O)N[C@@H]1C(N2[C@H](COC1)CCC2)=O 5-benzyl-N-((4S,9aS)-5-oxohexahydro-1H,3H-pyrrolo[2,1-c][1,4]oxazepin-4-yl)isoxazole-3-carboxamide